C1N(CCC2=CC=CC=C12)C[C@@H](CC=1NC=CC1C1=NC=CC=C1)O (R)-3-(3,4-dihydro-isoquinolin-2(1H)-yl)-2-hydroxy-propyl-3-(pyridin-2-yl)pyrrol